(1S,3R,4S)-N-((S)-(3-chloro-2,6-difluorophenyl)(4-fluorobicyclo[2.2.1]heptan-1-yl)methyl)-3-(ethylsulfonamido)-4-hydroxycyclopentane-1-carboxamide ClC=1C(=C(C(=CC1)F)[C@@H](NC(=O)[C@H]1C[C@H]([C@H](C1)O)NS(=O)(=O)CC)C12CCC(CC1)(C2)F)F